FC(C(=O)O)(F)F.C[C@@H]1O[C@@H](CN(C1)CC1=CC=C(/C=C/C2=NNC3=CC(=CC=C23)\C=C/2\C(OC=C(C2)C2=CC=CC=C2)=O)C=C1)C (E)-3-((3-((E)-4-(((2S,6R)-2,6-dimethylmorpholino)methyl)styryl)-1H-indazole-6-yl)methylene)-5-phenylpyran-2-one trifluoroacetate